C(CCC)N1N=C(N=N1)C=1C=C(C=CC1NC1CCCCC1)S(=O)(=O)NC 3-(2-butyltetrazol-5-yl)-4-(cyclohexylamino)-N-methylbenzenesulfonamide